3-bromo-6-(pyridin-2-yl)pyrazolo[1,5-a]pyridine BrC=1C=NN2C1C=CC(=C2)C2=NC=CC=C2